The molecule is a carbamate ester that consists of 2,3,5-trimethylphenol carrying an O-(N-methylcarbamoyl) group. One of two constituents of trimethacarb. It has a role as an agrochemical and an insecticide. It derives from a 2,3,5-trimethylphenol. CC1=CC(=C(C(=C1)OC(=O)NC)C)C